N-ethyl-N-isobutyl-2-oxo-1,2-dihydrobenzo[cd]indole-6-sulfonamide C(C)N(S(=O)(=O)C=1C=2C3=C(C(NC3=CC1)=O)C=CC2)CC(C)C